Ethyl (3S)-3-(3-fluoro-4-methoxyphenyl)-3-(2-oxo-3-(3-(5,6,7,8-tetrahydro-1,8-naphthyridin-2-yl)propyl)azetidin-1-yl)propanoate FC=1C=C(C=CC1OC)[C@H](CC(=O)OCC)N1C(C(C1)CCCC1=NC=2NCCCC2C=C1)=O